C(C1=CC=CC=C1)OC1=C(OCCCCCCC(=O)O)C=CC(=C1)C=1C=NC(=C(C1C1=CC(=C(C=C1)C#N)F)C#N)N1CCC(CC1)N(C)C(=O)OC(C)(C)C 7-(2-(Benzyloxy)-4-(6-(4-((tert-butoxycarbonyl)(methyl)amino)piperidin-1-yl)-5-cyano-4-(4-cyano-3-fluorophenyl)pyridin-3-yl)phenoxy)heptanoic acid